2-(2-methylimidazo[1,2-b]pyridazin-8-yl)ethan-1-ol CC=1N=C2N(N=CC=C2CCO)C1